C(C)(=O)[O-].C(C)N1C=[N+](C=C1)CC 1,3-diethylimidazolium acetate